[Al].OC=1C=CC=C2C=CC=NC12 8-Hydroxyquinoline aluminum salt